N-ETHYL-3-(4-FORMYLPHENOXY)PROPANAMIDE C(C)NC(CCOC1=CC=C(C=C1)C=O)=O